OCC=1C=CC2=C(C(=CO2)C2C(NC(CC2)=O)=O)C1 3-(5-(hydroxymethyl)benzofuran-3-yl)piperidine-2,6-dione